(1E,2E)-2-(2-(3-fluorophenyl)hydrazono)acetaldehyde O-(tert-butyl) oxime C(C)(C)(C)O\N=C\C=N\NC1=CC(=CC=C1)F